tert-Butyl (3-(4-(3,5-dichloro-4-(3-chloro-2-(methoxymethoxy)propoxy)phenethyl) phenoxy)-2-oxopropyl)(methylsulfonyl)carbamate ClC=1C=C(CCC2=CC=C(OCC(CN(C(OC(C)(C)C)=O)S(=O)(=O)C)=O)C=C2)C=C(C1OCC(CCl)OCOC)Cl